[5-(1-amino-4-methylphthalazin-6-yl)-2-[(2-chlorobenzoyl)amino]phenyl]boronic acid NC1=NN=C(C2=CC(=CC=C12)C=1C=CC(=C(C1)B(O)O)NC(C1=C(C=CC=C1)Cl)=O)C